2-{[(3S,4R)-3-fluoro-1-[4-({8-[3-(methanesulfonyl-methyl)azetidin-1-yl]-5-(propan-2-yl)isoquinolin-3-yl}amino)pyrimidin-2-yl]piperidin-4-yl]oxy}ethan-1-ol F[C@H]1CN(CC[C@H]1OCCO)C1=NC=CC(=N1)NC=1N=CC2=C(C=CC(=C2C1)C(C)C)N1CC(C1)CS(=O)(=O)C